3-amino-5-(4-fluorophenyl)-N-((1-methyl-2-oxopyrrolidin-3-yl)methyl)-6-(3-methylimidazo[1,2-a]pyridin-6-yl)pyrazine-2-carboxamide NC=1C(=NC(=C(N1)C1=CC=C(C=C1)F)C=1C=CC=2N(C1)C(=CN2)C)C(=O)NCC2C(N(CC2)C)=O